trans-4-[(5-carbamoylindazol-1-yl)methyl]cyclohexanecarboxylic acid C(N)(=O)C=1C=C2C=NN(C2=CC1)C[C@@H]1CC[C@H](CC1)C(=O)O